Bis(5-(azetidin-1-yl)-2-bromophenyl)dimethylsilane N1(CCC1)C=1C=CC(=C(C1)[Si](C)(C)C1=C(C=CC(=C1)N1CCC1)Br)Br